N,N,N-tripropyl-ammonium chloride [Cl-].C(CC)[NH+](CCC)CCC